O=C1C(=CC=C(N1)OC1=C(N=NN1)C(=O)O)C#CC1=CC=CC=C1 5-((6-oxo-5-(phenylethynyl)-1,6-dihydropyridin-2-yl)oxy)-1H-1,2,3-triazole-4-carboxylic acid